5-cyclopropyl-7-(3-fluoro-4-(trifluoromethyl)phenyl)-2-(hydroxymethyl)-N-(isoquinolin-6-yl)-4,7-dihydropyrazolo[1,5-a]pyrimidine-6-carboxamide C1(CC1)C=1NC=2N(C(C1C(=O)NC=1C=C3C=CN=CC3=CC1)C1=CC(=C(C=C1)C(F)(F)F)F)N=C(C2)CO